ethylsulfanyl-2,2'-bithiophene C(C)SC1=C(SC=C1)C=1SC=CC1